(3-amino-1H-1,2,4-triazol-5-yl)methanol NC1=NNC(=N1)CO